N-(4-(chlorodifluoromethoxy)phenyl)-4-(2,4-dihydropyrazolo[3',4':3,4]cyclopenta[1,2-b]pyridin-7-yl)-3,3-dimethyl-2-oxoindoline-6-carboxamide ClC(OC1=CC=C(C=C1)NC(=O)C1=CC(=C2C(C(NC2=C1)=O)(C)C)C=1C=C2C(=NC1)CC=1C2=NNC1)(F)F